3-cyclopropyl-1-((3,3-difluorocyclobutyl)methyl)-N-(2-(methylsulfonyl)pyridin-4-yl)-4-(trifluoromethyl)-1H-pyrazole-5-carboxamide C1(CC1)C1=NN(C(=C1C(F)(F)F)C(=O)NC1=CC(=NC=C1)S(=O)(=O)C)CC1CC(C1)(F)F